C(C)(C)(C)OC(C[C@H](C=C)NC(=O)C1=NN(C(=C1)C1=C(C=CC=C1OC)OC)C1CCCC1)=O (R)-3-(1-cyclopentyl-5-(2,6-dimethoxyphenyl)-1H-pyrazole-3-carboxamido)pent-4-enoic acid tert-butyl ester